tert-butyl 8-[3-methyl-4-(4,4,5,5-tetramethyl-1,3,2-dioxaborolan-2-yl)phenyl]-2-azaspiro[4.5]dec-7-ene-2-carboxylate CC=1C=C(C=CC1B1OC(C(O1)(C)C)(C)C)C1=CCC2(CCN(C2)C(=O)OC(C)(C)C)CC1